OC1=NN2C(C=CC=C2)=C1C(=O)NC1=C(C(=C(C(=C1F)F)C1=CC(=CC=C1)OCCC)F)F 2-Hydroxy-N-(2,3,5,6-tetrafluoro-3'-propoxy-[1,1'-biphenyl]-4-yl)pyrazolo[1,5-a]pyridine-3-carboxamide